ClC1C(N=C(NC1=O)C1=CC=NC=C1)=O 5-chloro-2-pyridin-4-yl-1H-pyrimidine-4,6-dione